ClC1=C(C=CC(=C1)O)C1COCCCN1C(=O)OC(C)(C)C tert-butyl 3-(2-chloro-4-hydroxy-phenyl)-[1,4]oxazepan-4-carboxylate